N1=C(C=CC=C1)CNCC1=CC=C(C=C1)CNC1CC2=C(C=CC=C2CC1)O N-(2-pyridylmethyl)-N'-(8-hydroxy-1,2,3,4-tetrahydro-2-naphthyl)-1,4-xylylenediamine